(R)-N'-((4-cyano-2,6-diisopropylphenyl)carbamoyl)-4-(methylsulfonyl)benzene-sulfonimidamide C(#N)C1=CC(=C(C(=C1)C(C)C)NC(=O)N=[S@](=O)(N)C1=CC=C(C=C1)S(=O)(=O)C)C(C)C